N1=C2C(=CC=C1)C(C1=CC=CC=C1O2)NC(=O)C=2C(NC(=CC2)C(F)(F)F)=O N-(5H-chromeno[2,3-b]pyridin-5-yl)-2-oxo-6-(trifluoromethyl)-1,2-dihydropyridine-3-carboxamide